1-[1-[2-(2,6-dioxo-3-piperidyl)-3-oxo-isoindolin-5-yl]-4-piperidyl]pyrazole-4-carbaldehyde O=C1NC(CCC1N1CC2=CC=C(C=C2C1=O)N1CCC(CC1)N1N=CC(=C1)C=O)=O